Cl[C@@]1(C(=CC=CC1C1=NC(=C(C=C1)CN1CC(CC1)O)OC)C1=CC(=CC=C1)NC=1C2=C(N=C(N1)C(F)F)C=C(C=N2)C=O)C (S)-4-((2'-chloro-3'-(5-((3-hydroxypyrrolidin-1-yl)methyl)-6-methoxypyridin-2-yl)-2'-methyl-[1,1'-biphenyl]-3-yl)amino)-2-(difluoromethyl)pyrido[3,2-d]pyrimidine-7-carbaldehyde